ClC=1C=C(CNC=2C(=C(C=CC2)N2CCN(CC2)C(=O)OC(C)(C)C)[N+](=O)[O-])C=C(C1)Cl Tert-Butyl 4-(3-((3,5-Dichlorobenzyl)Amino)-2-Nitrophenyl)Piperazine-1-Carboxylate